1-(5'-fluoro-2'-methoxy-[1,1'-biphenyl]-4-yl)-4-phenyl-1H-1,2,3-triazole FC=1C=CC(=C(C1)C1=CC=C(C=C1)N1N=NC(=C1)C1=CC=CC=C1)OC